BrC1=CC=C(C=C1)S(=O)(=O)NC(C1=C(C=CC(=C1)OCC1=C(C=CC=C1C)C)C)=O N-((4-bromophenyl)sulfonyl)-5-((2,6-dimethylbenzyl)oxy)-2-methylbenzamide